OC1=C(C=CC=C1O)S(=O)C1=C(C(=CC=C1)O)O bis(2,3-dihydroxyphenyl) sulfoxide